C1(CC1)C=1C=NN2C1N=C(C=C2)C=2C1=C(N=C(N2)NC=2C=NC(=CC2)N2CCN(CC2)C)NC=C1 (3-cyclopropylpyrazolo[1,5-a]pyrimidin-5-yl)-N-(6-(4-methylpiperazin-1-yl)pyridin-3-yl)-7H-pyrrolo[2,3-d]pyrimidin-2-amine